F[B-](F)(F)F.F[B-](F)(F)F.ClC1=[N+](C=CC(=C1)C1=CC(=[N+](C=C1)C)S(=O)(=O)C)C 2-Chloro-1,1'-dimethyl-2'-(methylsulfonyl)-[4,4'-bipyridine]-1,1'-diium bis(tetrafluoroborate)